nitrogen acetyl-aminobenzophenone hydrazone C(C)(=O)C=1C(=C(C(C2=CC=CC=C2)=NN)C=CC1)N.[N]